CN(C1=CC=C(C=C1)P(C(C)(C)C)C(C)(C)C)C 4-dimethylaminophenyl-di-tert-butylphosphine